BrC1=CC=C(OC2=CC=C(C=C2)C2=NC3=CC(=C(C=C3C(=N2)N)OCCOC)OCCOC)C=C1 (4-(4-bromophenoxy)phenyl)-6,7-bis(2-methoxyethoxy)quinazolin-4-amine